FC=1C=C(C=CC1[N+](=O)[O-])[C@@H]([C@H](C(=O)OC)NC(CC)=O)C Methyl (2R,3S)-3-(3-fluoro-4-nitrophenyl)-2-propanamidobutanoate